(phenylnaphthyl)(benzophenanthrenyl)anthracene-d8 C1(=CC=CC=C1)C1=C(C2=CC=CC=C2C=C1)C1=C2C(=C(C(=C(C2=C(C=2C(=C(C(=C(C12)[2H])[2H])[2H])[2H])[2H])[2H])[2H])[2H])C1=C2C=3C=CC=CC3C3=C(C2=CC=C1)C=CC=C3